CS(=O)(=O)C=1C=C(C2=C(N=C(O2)N2CC3CCCC(C2)N3C(=O)OC(C)(C)C)C1)C=1SC=CN1 tert-Butyl 3-(5-(methylsulfonyl)-7-(thiazol-2-yl)benzo[d]oxazol-2-yl)-3,9-diazabicyclo[3.3.1]nonane-9-carboxylate